ClC1=CC=C2C(=C1)NC(C21N(C(C=2N=C(N(C21)CC)C=2C(=NC(=NC2)OC)OC)=O)C2=C(C=CC(=C2)Cl)C)=O 6-chloro-5'-(5-chloro-2-methylphenyl)-2'-(2,4-dimethoxypyrimidin-5-yl)-3'-ethyl-3'H-spiro[indoline-3,4'-pyrrolo[3,4-d]imidazole]-2,6'(5'H)-dione